C1=CC(=CC=2OC3=C(C21)C=CC=C3)N(C3(C2=CC=CC=C2C=2C=CC(=CC32)N)C3=CC=CC=C3)C3=CC=CC=C3 N9-(dibenzo[b,d]furan-3-yl)-N9,9-diphenyl-9H-fluorene-2,9-diamine